3-((S)-3-((S)-8-(3-(1H-pyrazol-3-yl)phenylsulfonyl)-1-oxa-8-azaspiro[4.5]decan-3-ylamino)-2-hydroxypropoxy)-N-methylbenzenesulfonamide N1N=C(C=C1)C=1C=C(C=CC1)S(=O)(=O)N1CCC2(C[C@@H](CO2)NC[C@@H](COC=2C=C(C=CC2)S(=O)(=O)NC)O)CC1